CC(C)C.CC(C)C.CC(C)C.CC(C)C.[C] carbon tetraisobutane